methyl (trans)-4,4-difluoro-2-(trifluoromethyl)cyclopentane-1-carboxylate FC1(C[C@H]([C@@H](C1)C(=O)OC)C(F)(F)F)F